C1(=CC=CC=C1)C(C1=CC=CC=C1)=NC(C(=O)O)CC1=CC2=CC=CC=C2C=C1 2-([diphenylmethylene]amino)-3-(naphthalen-2-yl)propanoic acid